FC=1C=C(CCNC2=NC=C(C=N2)C(=O)OCC)C=CC1 Ethyl 2-((3-fluorophenethyl)amino)pyrimidine-5-carboxylate